4-(6-methylhept-1-en-2-yl)cyclohex-1-ene CC(CCCC(=C)C1CC=CCC1)C